C(#N)C=1C=C(CN2N=C(C=C2)C=2C=C(C=CC2NCCS(=O)(=O)NC)C2=CC=CC=C2)C=CC1 2-((3-(1-(3-cyanobenzyl)-1H-pyrazol-3-yl)-[1,1'-biphenyl]-4-yl)amino)-N-methylethane-1-sulfonamide